2,2'-azobis-(2-amidinopropane) dihydrochloride Cl.Cl.N(=NC(C)(C)C(N)=N)C(C)(C)C(N)=N